3-((N-((1-methyl-1H-indol-5-yl)methyl)benzo[b]thiophene-3-sulfonylamino)ethynyl)-2-(1H-pyrrol-1-yl)benzoic acid lithium [Li].CN1C=CC2=CC(=CC=C12)CN(S(=O)(=O)C=1C2=C(SC1)C=CC=C2)C#CC=2C(=C(C(=O)O)C=CC2)N2C=CC=C2